CN1[C@@H]([C@H](CC1=O)C(=O)NCCOCCOCCNC=1N=CC(=NC1)N1CCC(CC1)C(=O)O)C=1C=NC=CC1 1-(5-((2-(2-(2-((2S,3S)-1-Methyl-5-oxo-2-(pyridin-3-yl)pyrrolidine-3-carboxamido)ethoxy)ethoxy)ethyl)amino)pyrazin-2-yl)piperidine-4-carboxylic acid